2-(4-chloro-3-(trifluoromethyl)phenyl)-3-(3-(morpholin-4-yl)prop-1-ynyl)-6-(5-(trifluoromethyl)-2H-pyrazol-3-yl)phenol ClC1=C(C=C(C=C1)C1=C(C(=CC=C1C#CCN1CCOCC1)C=1NN=C(C1)C(F)(F)F)O)C(F)(F)F